C(C)C1(CS(C2=C(N(C1)C1=CC=CC=C1)C=C(C(=C2)O\C=C(\C(=O)O)/F)SC)(=O)=O)CCC (Z)-3-((3-ethyl-7-(methylsulfanyl)-1,1-dioxido-5-phenyl-3-propyl-2,3,4,5-tetrahydrobenzo-1,5-thiazepin-8-yl)oxy)-2-fluoroacrylic acid